BrC=1C=C(COC2=C(C=CC=C2OC)C2N(C(=NN2C2=CC=CC=C2)C(C)=O)C2=CC=C(C=C2)N(C)C)C=CC1 1-(5-(2-((3-bromobenzyl)oxy)-3-methoxyphenyl)-4-(4-(dimethylamino)phenyl)-1-phenyl-4,5-dihydro-1H-1,2,4-triazol-3-yl)ethan-1-one